NC1=NN2C(N=CC=C2)=C1C(=O)N[C@@H](C)C=1N(C(C=2C(=CC=C3C2C1C=C3)C#C)=O)C3=CC=CC=C3 (S)-2-amino-N-(1-(8-ethynyl-1-oxo-2-phenyl-1,2-dihydrocyclopenta[de]isoquinolin-3-yl)ethyl)pyrazolo[1,5-a]pyrimidine-3-carboxamide